C(C1=CC=CC=C1)OCCCN1CCC2=CC=CC=C12 N-(3-(benzyloxy)propyl)indoline